4-[5-[3-(5-methyl-3-pyridyl)pyrazol-1-yl]-2-(3-pyridyl)pyrazolo[1,5-a]pyrimidin-7-yl]morpholine CC=1C=C(C=NC1)C1=NN(C=C1)C1=NC=2N(C(=C1)N1CCOCC1)N=C(C2)C=2C=NC=CC2